3-(3-Chloropropyl)-7-methyl-1H-4,2,1-benzoxathiazin-2,2-dioxid ClCCCC1S(NC2=C(O1)C=CC(=C2)C)(=O)=O